O=C1NCC2=CC=C(C=C12)OC[C@@H]1CN(CC[C@H]1C1=CC=C(C=C1)OS(=O)(=O)C(C(C(C(F)(F)F)(F)F)(F)F)(F)F)C(=O)OC(C)(C)C |r| (+/-)-trans-tert-butyl 3-{[(3-oxoisoindolin-5-yl)oxy]methyl}-4-(4-{[(perfluorobutyl)sulfonyl]-oxy}phenyl)piperidine-1-carboxylate